[Si](C)(C)(C(C)(C)C)OC[C@](CCCC)(C)NS(=O)(=O)C(C)(C)C (S)-N-((R)-1-((tert-butyldimethylsilyl)oxy)-2-methylhex-2-yl)-2-methylpropan-2-sulfonamide